Methylenediamine dihydrochloride Cl.Cl.C(N)N